tert-butyl N-[3-[1-(2,6-dioxo-3-piperidyl)-3-methyl-2-oxo-benzimidazol-5-yl] propyl]carbamate O=C1NC(CCC1N1C(N(C2=C1C=CC(=C2)CCCNC(OC(C)(C)C)=O)C)=O)=O